(S)-(4-chloro-3,5-difluoro-1H-indol-2-yl)(4-(morpholine-3-carbonyl)piperazin-1-yl)methanone ClC1=C2C(=C(NC2=CC=C1F)C(=O)N1CCN(CC1)C(=O)[C@H]1NCCOC1)F